BrC=1C=C(C(=NC1OC(COCCC)C)C)N=CN(C)CC N'-[5-bromo-2-methyl-6-(1-methyl-2-propoxy-ethoxy)-3-pyridyl]-N-ethyl-N-methylformamidine